ClC=1C(=CC(=C(C1)NC(CN1C=2N(C(C=C1CC)=O)N=C(N2)C=2CCOCC2)=O)C)C(F)(F)F N-(5-chloro-2-methyl-4-(trifluoromethyl)phenyl)-2-(2-(3,6-dihydro-2H-pyran-4-yl)-5-ethyl-7-oxo-[1,2,4]triazolo[1,5-a]pyrimidin-4(7H)-yl)acetamide